CN(C)CC1=C(C(=CC(=C1)CN(C)C)CN(C)C)O 2,4,6-tris-dimethylaminomethylphenol